7-[[(2-amino-4-thiazolyl)(methoxyimino)acetyl]amino]-8-oxo-5-thia-1-azabicyclo[4.2.0]oct-2-ene-2-carboxylic acid disodium salt [Na+].[Na+].NC=1SC=C(N1)C(C(=O)NC1C2SCC=C(N2C1=O)C(=O)[O-])=NOC.NC=1SC=C(N1)C(C(=O)NC1C2SCC=C(N2C1=O)C(=O)[O-])=NOC